2-(5-methanesulfonyl-2-{[3-(4-{[(1R,4R)-4-(dimethylamino)cyclohexyl]amino}-1-(2,2,2-trifluoroethyl)-1H-indol-2-yl)prop-2-yn-1-yl]amino}phenoxy)ethan-1-ol CS(=O)(=O)C=1C=CC(=C(OCCO)C1)NCC#CC=1N(C2=CC=CC(=C2C1)NC1CCC(CC1)N(C)C)CC(F)(F)F